C(CC=CCCC)[Si](OCC)(OCC)C 3-heptenylmethyldiethoxysilane